C1(CC1)C=1C=C(C(=O)OC)C=CC1F methyl 3-cyclopropyl-4-fluorobenzoate